tert-Butyl 6-cyclopropyl-2,6-diazaspiro[3.3]heptane-2-carboxylate C1(CC1)N1CC2(CN(C2)C(=O)OC(C)(C)C)C1